12-((tert-Butoxycarbonyl)amino)dodecanoic acid methyl ester COC(CCCCCCCCCCCNC(=O)OC(C)(C)C)=O